(R)-(+)-ALPHA-(1-NAPHTHYL)-ETHYLISOCYANIDE C1(=CC=CC2=CC=CC=C12)[C@@H](C)[N+]#[C-]